(E)-3-(4-(((7-fluorobenzo[d]thiazol-2-yl)(4-fluorophenethyl)amino)-methyl)phenyl)acrylic acid FC1=CC=CC=2N=C(SC21)N(CCC2=CC=C(C=C2)F)CC2=CC=C(C=C2)/C=C/C(=O)O